NC1=C(C(N(C(=N1)N1CCC2(CC1)[C@@H](C1=CC(=CC=C1C2)N2CCOCC2)N)C)=O)SC2=CC=C(C=C2)[N+](=O)[O-] (S)-6-amino-2-(1-amino-6-morpholino-1,3-dihydrospiro[indene-2,4'-piperidin]-1'-yl)-3-methyl-5-((4-nitrophenyl)thio)pyrimidin-4(3H)-one